F[P-](F)(F)(F)(F)F.N1(N=NC2=C1N=CC=C2)OC(=[N+](C)C)N(C)C 2-(7-azabenzotriazol-1-yl)-N,N,N',N'-tetramethyl-uronium hexafluorophosphate